C(C)(C)(C)C12C=C(CC(CC1)N2)OS(=O)(=O)C(F)(F)F tert-butyl-3-(trifluoromethylsulfonyloxy)-8-azabicyclo[3.2.1]oct-2-ene